COC1=CC=C2CCC(SC2=C1C=1SC(=CC1)C=1C(=CC=C2CCC(SC12)(C)C)OC)(C)C 2,5-bis(7-methoxy-2,2-dimethylthiochroman-8-yl)thiophene